FC1=CC(=C(C=C1)C1=CC=C2CN(C(C2=C1)=O)C1=NC(=CC(=C1)C(=C)C=1C=NN(C1)C)C)C1=NN=CN1C 6-(4-Fluoro-2-(4-methyl-4H-1,2,4-triazol-3-yl)phenyl)-2-(6-methyl-4-(1-(1-methyl-1H-pyrazol-4-yl)vinyl)pyridin-2-yl)isoindolin-1-one